BrC1=C(C#N)C=C(C=C1)OC1=NC=CC(=N1)C 2-Bromo-5-((4-methylpyrimidin-2-yl)oxy)benzonitrile